BrC1=C(C2=C(N(C=N2)C/C(=C/[C@H]2NCCC[C@@H]2O)/F)C=C1)C (2R,3S)-2-((Z)-3-(5-bromo-4-methyl-1H-benzo[d]imidazol-1-yl)-2-fluoroprop-1-enyl)piperidin-3-ol